2-[4-[(3S)-3-(5-Cyano-3-furyl)isoxazolidine-2-carbonyl]-1-piperidyl]-5-fluoro-pyrimidine-4-carboxamide C(#N)C1=CC(=CO1)[C@H]1N(OCC1)C(=O)C1CCN(CC1)C1=NC=C(C(=N1)C(=O)N)F